6-chloro-3-((1-(2-(ethylsulfanyl)-3,6-dimethyl-4-oxo-4H-benzopyran-8-yl)ethyl)amino)picolinic acid methyl ester COC(C1=NC(=CC=C1NC(C)C1=CC(=CC=2C(C(=C(OC21)SCC)C)=O)C)Cl)=O